O(P(OC1=C(C=C(C=C1)C(C)(C)C)C(C)(C)C)OP([O-])[O-])C1=C(C=C(C=C1)C(C)(C)C)C(C)(C)C bis(2,4-di-tertiary butyl phenyl) diphosphite